ClC1=CC(=C(C=C1Cl)NS(=O)(=O)C=1C=C(C(=O)O)C=CC1OC)N1CCCCC1 3-(N-(4,5-dichloro-2-(piperidin-1-yl)phenyl)sulfamoyl)-4-methoxybenzoic acid